(R)-1-(thiophen-2-yl)-1,2,3,4-tetrahydroisoquinoline hydrochloride Cl.S1C(=CC=C1)[C@@H]1NCCC2=CC=CC=C12